(2R)-2-amino-N-(1-(6-((2-amino-2-oxo-1-phenylethyl)thio)-3,5-dicyano-4-ethylpyridin-2-yl)piperidin-4-yl)propanamide N[C@@H](C(=O)NC1CCN(CC1)C1=NC(=C(C(=C1C#N)CC)C#N)SC(C(=O)N)C1=CC=CC=C1)C